3-((4,4-difluorotetrahydrofuran-3-yl)methoxy)-1-((2-(trimethylsilyl)ethoxy)methyl)-1H-pyrazol-4-amine FC1(C(COC1)COC1=NN(C=C1N)COCC[Si](C)(C)C)F